STYRYL-PHENOL C(=CC1=CC=CC=C1)C1=C(C=CC=C1)O